cis-methyl 3-((5-chloro-4-(4'-fluoro-[1,1'-biphenyl]-3-yl)pyrimidin-2-yl)amino)cyclohexane-1-carboxylate ClC=1C(=NC(=NC1)N[C@H]1C[C@H](CCC1)C(=O)OC)C=1C=C(C=CC1)C1=CC=C(C=C1)F